tert-butyl (1R,4R)-5-(5-bromopyridin-2-yl)-2,5-diazabicyclo[2.2.1]heptane-2-carboxylate BrC=1C=CC(=NC1)N1[C@H]2CN([C@@H](C1)C2)C(=O)OC(C)(C)C